CC1=C(C=2CCCC2C=C1C)O 5,6-dimethyl-2,3-dihydro-1H-inden-4-ol